FC(C1(N=N1)C1=CC=C(C=C1)CN)(F)F (4-(3-(trifluoromethyl)-3H-diazirin-3-yl)phenyl)methanamine